C(C)(C)(C)OC([C@@H](CC=1C=C(C=CC1)B(O)O)[C@@H]1CN(CC1)C(=O)OC(C)(C)C)=O (3-((S)-3-(tert-butoxy)-2-((R)-1-(tert-butoxycarbonyl)pyrrolidin-3-yl)-3-oxopropyl)phenyl)boronic acid